2-fluoro-4-(((3S,4R)-4-hydroxy-4-(hydroxymethyl)-1-((2-methyl-6-(trifluoromethyl)pyridin-3-yl)sulfonyl)pyrrolidin-3-yl)sulfonyl)benzonitrile FC1=C(C#N)C=CC(=C1)S(=O)(=O)[C@H]1CN(C[C@]1(CO)O)S(=O)(=O)C=1C(=NC(=CC1)C(F)(F)F)C